4-(2-(4-(5-chloro-2-(4-(trifluoromethyl)-1H-1,2,3-triazol-1-yl)phenyl)-5-methoxy-2-oxopyridin-1(2H)yl)-3-(5-methylisoxazol-3-yl)propanamido)-2-fluorobenzoic acid ClC=1C=CC(=C(C1)C1=CC(N(C=C1OC)C(C(=O)NC1=CC(=C(C(=O)O)C=C1)F)CC1=NOC(=C1)C)=O)N1N=NC(=C1)C(F)(F)F